O=C1NC(CCC1N1C(C2=CC=CC(=C2C1)SCCCCN1CCN(CC1)C1=C(C=C(C(=O)N2CCC(CC2)CCCCNC(\C=C\C2=NC(=CN=C2)C)=O)C=C1)C)=O)=O (E)-N-(4-(1-(4-(4-(4-((2-(2,6-dioxopiperidin-3-yl)-1-oxoisoindoline-4-yl)thio)butyl)piperazin-1-yl)-3-methylbenzoyl)piperidin-4-yl)butyl)-3-(6-methylpyrazin-2-yl)Acrylamide